6-butoxy-N-(4-chlorophenyl-ethyl)-2,3,4,9-tetrahydro-1H-carbazol-1-amine C(CCC)OC=1C=C2C=3CCCC(C3NC2=CC1)NCCC1=CC=C(C=C1)Cl